5-[3-(cyclopropylamino)pyrrolidin-1-yl]-N-(2,6-dimethylindazol-5-yl)pyrazine-2-carboxamide tert-butyl-3,3-dimethoxy-8-azabicyclo[3.2.1]octane-8-carboxylate C(C)(C)(C)OC(=O)N1C2CC(CC1CC2)(OC)OC.C2(CC2)NC2CN(CC2)C=2N=CC(=NC2)C(=O)NC2=CC1=CN(N=C1C=C2C)C